N1C=NC=C1CCCO 1H-imidazole-5-propanol